(R)-3-chloro-4-methyl-6-(piperidin-3-yloxy)pyridazine ClC=1N=NC(=CC1C)O[C@H]1CNCCC1